C(C)(C)(C)OC(=O)N1CCC(CC1)CCN1CCN(CC1)C1=C(C=C(C(=C1)F)NC1C(NC(CC1)=O)=O)F 4-(2-(4-(4-((2,6-dioxopiperidin-3-yl)amino)-2,5-difluorophenyl)piperazin-1-yl)ethyl)piperidine-1-carboxylic acid tert-butyl ester